CSC1=C(C=C(C=C1)C(C)(C)C)[Mg]Br 2-methylsulfanyl-5-tert-butylphenylmagnesium bromide